(8-endo)-3-(6-methylpyrimidin-4-yl)-3-azabicyclo[3.2.1]Octane-8-amine CC1=CC(=NC=N1)N1CC2CCC(C1)C2N